OC(COC1=CC(=C(C=C1)C1=NC(=NC(=N1)C1=C(C=C(C=C1)C)C)C1=C(C=C(C=C1)C)C)O)COCC(CCCC)CC 2-[4-{(2-hydroxy-3-(2-ethylhexyloxy)propyl)oxy}-2-hydroxyphenyl]-4,6-bis(2,4-dimethylphenyl)-1,3,5-triazine